C1(=CC=CC=C1)N(C1=CC(=C(C=C1)C1=CC=CC=C1)C1=CC=CC=C1)C1=CC=C(C=C1)C1=CC(=CC=C1)C1=CC=C(C=C1)N(C1=CC=CC=C1)C1=CC(=C(C=C1)C1=CC=CC=C1)C1=CC=CC=C1 4,4''-bis(N-phenyl-N-(2-phenyl-biphenyl-4-yl)amino)-1,1':3',1''-terphenyl